ClC1=NC(=CC=C1COC1=CC=CC(=N1)C1=CC(=C(CC2=NC3=C(N2CCOC)C=C(C=C3)C(=O)O)C=C1F)F)C(F)(F)F 2-(4-(6-((2-chloro-6-(trifluoromethyl)pyridin-3-yl)methoxy)pyridin-2-yl)-2,5-difluorobenzyl)-1-(2-methoxyethyl)-1H-benzo[d]imidazole-6-carboxylic acid